2-(1-cyanoethyl)-N-[(1S)-1-(dicyclopropylmethyl)-2-[4-(3,5-dimethyl-1H-pyrazol-4-yl)anilino]-2-oxo-ethyl]pyrazole-3-carboxamide C(#N)C(C)N1N=CC=C1C(=O)N[C@H](C(=O)NC1=CC=C(C=C1)C=1C(=NNC1C)C)C(C1CC1)C1CC1